(2S)-2-((R)-3-(4-Chlorophenyl)pentanamido)-N-(4-(cyclopropylamino)-3,4-dioxo-1-((S)-2-oxopyrrolidin-3-yl)butan-2-yl)-4,4-dimethylpentanamid ClC1=CC=C(C=C1)[C@@H](CC(=O)N[C@H](C(=O)NC(C[C@H]1C(NCC1)=O)C(C(=O)NC1CC1)=O)CC(C)(C)C)CC